2-(4-Cyano-phenoxy)-N-(5,6-dimethoxy-benzothiazol-2-yl)-2-(4-isopropoxy-phenyl)-acetamide C(#N)C1=CC=C(OC(C(=O)NC=2SC3=C(N2)C=C(C(=C3)OC)OC)C3=CC=C(C=C3)OC(C)C)C=C1